C(C)(C)(C)C1=C(C=CC(=C1)C(C)(C)C)C1=C(SC2=C1C=CC=C2)C2=C(C=C(C=C2)C(C)(C)C)C(C)(C)C bis(2,4-di-tert-butylphenyl)benzothiophene